Ethyl 2-(3-acetyl-2-fluorophenyl)-2,2-difluoroacetate C(C)(=O)C=1C(=C(C=CC1)C(C(=O)OCC)(F)F)F